FC([C@@H](CC=1N=C(SC1)C(=O)N)O)(F)F (R-3,3,3-trifluoro-2-hydroxypropyl)thiazole-2-carboxamide